dioxaborol O1OBC=C1